ClC=1C=C(C=C(C1)C(F)(F)F)C1=NNC2=NC=C(C=C21)C2=CC=C(C=C2)N2CCN(CC2)C 3-(3-chloro-5-(trifluoromethyl)phenyl)-5-(4-(4-methylpiperazin-1-yl)phenyl)-1H-pyrazolo[3,4-b]pyridine